(R)-2-((2S,3R)-3-((tert-butoxycarbonyl)amino)-2-hydroxy-4-phenylbutanamido)-2-(2-fluoro-3-(trifluoromethyl)phenyl)acetic acid C(C)(C)(C)OC(=O)N[C@@H]([C@@H](C(=O)N[C@@H](C(=O)O)C1=C(C(=CC=C1)C(F)(F)F)F)O)CC1=CC=CC=C1